(±)-5-bromo-2-(6-(((1s,2s,3r,5r)-2-fluoro-8-azabicyclo[3.2.1]oct-3-yl)(methyl)amino)-1,2,4-triazin-3-yl)phenol BrC=1C=CC(=C(C1)O)C=1N=NC(=CN1)N(C)[C@H]1[C@H]([C@@H]2CC[C@H](C1)N2)F |r|